C1(CC1)CC1=CNC=2N=CN=C(C21)N[C@@H]2CC[C@@H](N(C2)C(C=C)=O)C 1-((2S,5R)-5-((5-(cyclopropylmethyl)-7H-pyrrolo[2,3-d]pyrimidin-4-yl)amino)-2-methylpiperidin-1-yl)prop-2-en-1-one